tert-butyl (3R)-3-{6-bromo-[1,2,4]triazolo[4,3-a]pyridin-3-yl}pyrrolidine-1-carboxylate BrC=1C=CC=2N(C1)C(=NN2)[C@H]2CN(CC2)C(=O)OC(C)(C)C